4-(difluoromethylsulfonyl)benzoic acid FC(S(=O)(=O)C1=CC=C(C(=O)O)C=C1)F